FC=1C=C2C(C(NC2=CC1B1OC(C(O1)(C)C)(C)C)=O)(C)O 5-fluoro-3-hydroxy-3-methyl-6-(4,4,5,5-tetramethyl-1,3,2-dioxaborolan-2-yl)indolin-2-one